2-({6-[2-(3-chlorophenyl)ethyl]-4-phenylquinolin-2-yl}(methyl)amino)acetic acid ClC=1C=C(C=CC1)CCC=1C=C2C(=CC(=NC2=CC1)N(CC(=O)O)C)C1=CC=CC=C1